5-(2,2-difluoroethyl)-3-fluoro-6-methoxy-pyridin-2-amine FC(CC=1C=C(C(=NC1OC)N)F)F